[N].NC1=NC(=CC(=N1)N)Cl 2,4-diamino-6-chloropyrimidine nitrogen